CC(CC(O)C1=NC=C(C=C1)N1CCN(CC1)C1=CC=C(C=C1)B1OC(C(O1)(C)C)(C)C)(C)C 3,3-dimethyl-1-(5-(4-(4-(4,4,5,5-tetramethyl-1,3,2-dioxaborolan-2-yl)phenyl)piperazin-1-yl)pyridin-2-yl)butan-1-ol